difluoro-3,5-dichlorobenzamide FC1=C(C=C(C(=C1C(=O)N)F)Cl)Cl